ClC=1C=C(C=CC1)C1=NC2=C(N1)C=CC=C2 2-(3-chlorophenyl)-1H-benzimidazole